BrC=1C=C2COC3(CCOCC3)C2=CC1 5-bromo-2',3',5',6'-tetrahydro-3H-spiro[isobenzofuran-1,4'-pyran]